FC(C1=CC=C(C=C1)[C@H]1[C@@H](C1)B(O)O)(F)F TRANS-2-[4-(TRIFLUOROMETHYL)PHENYL]CYCLOPROPANEBORONIC ACID